(R)-8-(4,4-difluorocyclohex-1-en-1-yl)-N-(2-hydroxypropyl)quinoline-3-carboxamide tert-butyl-4-(((4-chloro-2-ethoxy-5-fluorobenzyl)amino)methyl)piperidine-1-carboxylate C(C)(C)(C)OC(=O)N1CCC(CC1)CNCC1=C(C=C(C(=C1)F)Cl)OCC.FC1(CC=C(CC1)C=1C=CC=C2C=C(C=NC12)C(=O)NC[C@@H](C)O)F